dicyclohexyl(2',4',6'-triisopropyl[biphenyl]-2-yl)phosphine C1(CCCCC1)P(C1=C(C=CC=C1)C1=C(C=C(C=C1C(C)C)C(C)C)C(C)C)C1CCCCC1